N-((S)-6-amino-1-(((S)-1-(((S)-1-(((R)-6-amino-1-(cyclopropanesulfonamido)-1-oxohexan-2-yl)amino)-1-oxopropan-2-yl)amino)-1-oxopropan-2-yl)amino)-1-oxohexan-2-yl)palmitamide NCCCC[C@@H](C(=O)N[C@H](C(=O)N[C@H](C(=O)N[C@@H](C(=O)NS(=O)(=O)C1CC1)CCCCN)C)C)NC(CCCCCCCCCCCCCCC)=O